tert-butyl (4-amino-3-propoxybenzyl)carbamate NC1=C(C=C(CNC(OC(C)(C)C)=O)C=C1)OCCC